[Ca+2].C(=O)[O-].C(=O)[O-].C1=CC=CC1.C1=CC=CC1 dicyclopentadiene diformate calcium